tert-butyl cyclobutyl(1-(3-oxo-7-(trifluoromethyl)isoindolin-5-yl)ethyl)carbamate C1(CCC1)N(C(OC(C)(C)C)=O)C(C)C=1C=C2C(NCC2=C(C1)C(F)(F)F)=O